(S)-1-(2-(4-chlorobenzoyl)hydrazinocarbonyl)-N-(pyridin-3-yl)pyrrolidine-2-carboxamide manganese [Mn].ClC1=CC=C(C(=O)NNC(=O)N2[C@@H](CCC2)C(=O)NC=2C=NC=CC2)C=C1